FC(C1CC(C1)C(=O)OI(C1=C(C=C(C=C1C)C)C)OC(=O)C1CC(C1)C(F)(F)F)(F)F mesityl-λ3-iodanediyl bis(3-(trifluoromethyl)cyclobutane-1-carboxylate)